FC=1C=C(C=C(C1F)OC1OCCCC1)NC(=O)NCC=1C=C2CN(C(C2=CC1)=O)C1C(NC(CC1)=O)=O 1-(3,4-difluoro-5-tetrahydropyran-2-yloxy-phenyl)-3-[[2-(2,6-dioxo-3-piperidyl)-1-oxo-isoindolin-5-yl]methyl]urea